C(C)(C)(C)C1=C(C(=O)O)C=CC(=N1)N1CCN(CC1)CCCOC=1C=NC(=CC1)C(NC1C(NC(CC1)=O)=O)=O tert-butyl-6-(4-(3-(6-(2,6-dioxopiperidin-3-ylcarbamoyl)pyridin-3-yloxy)propyl)piperazin-1-yl)nicotinic acid